[Sb](F)(F)(F)(F)F Antimony(V) pentafluoride